NCC1(CCN(CC1)C1=NN2C(S1)=NC=C2C2=C(C(=C(C=C2)F)F)OC)O 4-(aminomethyl)-1-(5-(3,4-difluoro-2-methoxyphenyl)imidazo[2,1-b][1,3,4]thiadiazol-2-yl)piperidin-4-ol